C(#N)C1=CC=C(C(=O)N[C@H](C(=O)N2CCC(CC2)(C)OC)CCCNC2[C@@H](C2)C2=CC=C(C=C2)F)C=C1 4-Cyano-N-[(2S)-5-[[(2S)-2-(4-fluorophenyl)cyclopropyl]amino]-1-(4-methoxy-4-methylpiperidin-1-yl)-1-oxopentan-2-yl]benzamide